BrC1=NC2=C(N1C)C=CC=C2C2C(NC(CC2)=O)=O 3-(2-bromo-1-methyl-1H-benzo[d]imidazol-4-yl)piperidine-2,6-dione